COC1=C(C(=O)O)C=CC(=C1)C=1C=C2CCN(C2=CC1)C(CC)=O 2-methoxy-4-(1-propionylindolin-5-yl)benzoic acid